1-((1-(2-(3-(2-hydroxypropan-2-yl)azetidin-1-yl)pyridin-4-yl)-1H-indazol-6-yl)oxy)-2,3-dihydro-1H-indene-5-carbonitrile OC(C)(C)C1CN(C1)C1=NC=CC(=C1)N1N=CC2=CC=C(C=C12)OC1CCC2=CC(=CC=C12)C#N